FC(C(=O)O)(F)F.ClC1=C(C=CC(=C1)C(F)(F)F)NC(CN1C=2N(C(C(=C1CC)N1CCNCC1)=O)N=C(N2)C=2CCOCC2)=O N-(2-chloro-4-(trifluoromethyl)phenyl)-2-(2-(3,6-dihydro-2H-pyran-4-yl)-5-ethyl-7-oxo-6-(piperazin-1-yl)-[1,2,4]triazolo[1,5-a]pyrimidin-4(7H)-yl)acetamide trifluoroacetate